P(=S)(SN)(ON)[O-] diamino dithiophosphate